(5-amino-7-methoxyimidazo[1,2-c]quinazolin-2-yl)(3,3-dimethoxypiperidin-1-yl)methanone NC1=NC=2C(=CC=CC2C=2N1C=C(N2)C(=O)N2CC(CCC2)(OC)OC)OC